BrC=1N=C(N(N1)C1=NC=C(C=N1)OCC(F)(F)F)C(C)NC(C1=CC(=CC(=C1)C(F)(F)F)OCC(F)F)=O N-[1-[5-bromo-2-[5-(2,2,2-trifluoroethoxy)pyrimidin-2-yl]-1,2,4-triazol-3-yl]ethyl]-3-(2,2-difluoroethoxy)-5-(trifluoromethyl)benzamide